CC1=NN(C(=N1)C)C1=NC(=NC=C1F)N1CCC(CC1)C(=O)NCC1=C(C(=CC(=C1)F)F)F 1-(4-(3,5-dimethyl-1H-1,2,4-triazol-1-yl)-5-fluoropyrimidin-2-yl)-N-(2,3,5-trifluorobenzyl)piperidine-4-carboxamide